O1CCC(=CC1)C1=NC=CC(=C1)OC(C(F)(F)F)C (3,6-dihydro-2H-pyran-4-yl)-4-((1,1,1-trifluoropropane-2-yl)oxy)pyridine